(R)-3-((1-(tert-butoxycarbonyl)piperidin-3-yl)amino)-6-(2-(ethoxymethoxy)-4-formylphenyl)-5-methyl-1,2,4-triazine-2-oxide C(C)(C)(C)OC(=O)N1C[C@@H](CCC1)NC=1[N+](=NC(=C(N1)C)C1=C(C=C(C=C1)C=O)OCOCC)[O-]